malonic acid platinum (II) [Pt+2].C(CC(=O)O)(=O)O